N-(4-((benzyloxy)methyl)phenyl)-2-methoxy-5-(5-methyl-6-(methylsulfonamido)pyrazin-2-yl)benzamide C(C1=CC=CC=C1)OCC1=CC=C(C=C1)NC(C1=C(C=CC(=C1)C1=NC(=C(N=C1)C)NS(=O)(=O)C)OC)=O